2-(6-(cyclopropanesulfonylamino)pyrazin-2-yl)-N-(5-(6-ethoxypyrazin-2-yl)pyridin-2-yl)-2-methylpropanamide C1(CC1)S(=O)(=O)NC1=CN=CC(=N1)C(C(=O)NC1=NC=C(C=C1)C1=NC(=CN=C1)OCC)(C)C